C=C1CN(CCOC1)C(=O)OC(C)(C)C tert-butyl 6-methylene-1,4-oxazepane-4-carboxylate